(3aR,5s,6aS)-2-((2,4-Dimethylphenyl)sulfonyl)-N-((tetrahydro-2H-pyran-4-yl)methyl)octahydrocyclopenta[c]pyrrol-5-amine CC1=C(C=CC(=C1)C)S(=O)(=O)N1C[C@@H]2[C@H](C1)CC(C2)NCC2CCOCC2